C[C@]12CC[C@H]3[C@H]([C@@H]1CC[C@@H]2O)CC[C@]45[C@@]3(CC(=C([C@H]4O5)O)C#N)C The molecule is an epoxy steroid that is 3,17beta-dihydroxy-5alpha-androst-2-ene-2-carbonitrile in which the oxygen of the epoxy group is joined to the 4alpha and 5 alpha positions. It has a role as an antineoplastic agent, an abortifacient and an EC 1.1.1.210 [3beta(or 20alpha)-hydroxysteroid dehydrogenase] inhibitor. It is a 3-hydroxy steroid, a 17beta-hydroxy steroid, an androstanoid, an epoxy steroid and a nitrile.